4-(4-(((tert-butyldimethylsilyl)oxy)methyl)-5-(methoxymethyl)thiazol-2-yl)morpholine [Si](C)(C)(C(C)(C)C)OCC=1N=C(SC1COC)N1CCOCC1